[2H]C(C1=C2C=NNC2=CC=C1)([2H])[2H] 4-(trideuteriomethyl)-1H-indazole